CC=1C=C(OC2=CC=C(C=C2)[N+]#N)C=CC1C 4-(3,4-dimethylphenoxy)phenyl-diazonium